2-cyano-3,4-dihydroxybenzoic acid ethyl ester C(C)OC(C1=C(C(=C(C=C1)O)O)C#N)=O